ClC=1C=C(C=C(C1)C(F)(F)F)C1=C([N+](=C2N(C1=O)C=CC=C2)CC=2C=NC=NC2)[O-].BrC2=CC=C(C=C2)[Si](O)(C)C (4-bromophenyl)dimethylsilanol 3-[3-chloro-5-(trifluoromethyl)phenyl]-4-oxo-1-(pyrimidin-5-ylmethyl)pyrido[1,2-a]pyrimidin-1-ium-2-olate